6-cyclobutoxy-2-(1H-imidazol-1-yl)-N-((1r,4r)-4-methoxycyclohexyl)pyrimidine-4-carboxamide C1(CCC1)OC1=CC(=NC(=N1)N1C=NC=C1)C(=O)NC1CCC(CC1)OC